C(CCCCCCCCCCCCCCCCC)NCC1=C(NC2=CC=CC=C12)C(=O)O 3-(stearylaminomethyl)indole-2-carboxylic acid